N-[(5-chloro-1H-benzimidazol-2-yl)methyl]-2-(morpholin-4-yl)-8-(trifluoromethyl)pyrazolo[1,5-a][1,3,5]triazin-4-amine ClC1=CC2=C(NC(=N2)CNC2=NC(=NC=3N2N=CC3C(F)(F)F)N3CCOCC3)C=C1